(1-(hydroxymethyl)cyclobutyl)carbamic acid tert-butyl ester C(C)(C)(C)OC(NC1(CCC1)CO)=O